1-(2,2-difluorocyclopropyl)-5-fluoro-6-iodo-1,3-benzodiazole FC1(C(C1)N1C=NC2=C1C=C(C(=C2)F)I)F